NCCCCCCCCCC=CC(=O)[O-] 12-aminododecenoate